1-methyl-4-(prop-2-ylidene)cyclohex-1-ene CC1=CCC(CC1)=C(C)C